C(C)N(CCC[Si](OC)(OC)OC)CC 3-(Diethylamino)propyltrimethoxysilane